4-chloro-5-(cyclopropylethynyl)-1H-pyrrolo[2,3-b]pyridine ClC1=C2C(=NC=C1C#CC1CC1)NC=C2